tin-ruthenium [Ru].[Sn]